C1=CC=CC=2C3=CC=CC=C3N(C12)C1=CC=C(C=C1)C1=C(C(=C(C(=C1C#N)C1=NC(=CC=C1)C)C1=CC(=CC=C1)N1C2=CC=CC=C2C=2C=C(C=CC12)C)C1=CC(=CC=C1)N1C2=CC=CC=C2C=2C=C(C=CC12)C)C1=CC(=CC=C1)N1C2=CC=CC=C2C=2C=C(C=CC12)C 4''-(9H-carbazol-9-yl)-3-(3-methyl-9H-carbazol-9-yl)-5',6'-bis(3-(3-methyl-9H-carbazol-9-yl)phenyl)-4'-(6-methylpyridin-2-yl)-[1,1':2',1''-terphenyl]-3'-carbonitrile